BrC1=C(C(=C(N1)C(=O)OC)C1=CC(=C(C=C1)C(NCC(C)C)=O)OC)C1=C(C=C(C=C1)[N+](=O)[O-])C methyl 5-bromo-3-(4-(isobutylcarbamoyl)-3-methoxyphenyl)-4-(2-methyl-4-nitro-phenyl)-1H-pyrrole-2-carboxylate